[C-]1(C=CC=C1)B(Br)Br.[CH-]1C=CC=C1.[Fe+2] ferrocenyl-dibromoborane